NCCNC(C1=C(C=CC(=C1)NC([C@H](C)NC([C@H](C)NC(CN=[N+]=[N-])=O)=O)=O)CO)=O N-(2-aminoethyl)-5-((S)-2-((S)-2-(2-azidoacetamido)propanamido)propanamido)-2-(hydroxymethyl)benzamide